5-(4-bromo-2-(hydroxymethyl)-5-methylphenoxy)-2,2-dimethylpentanoic acid BrC1=CC(=C(OCCCC(C(=O)O)(C)C)C=C1C)CO